3-methoxy-5-(4,4,5,5-tetramethyl-1,3,2-dioxaborolan-2-yl)pyridine-2-carbaldehyde COC=1C(=NC=C(C1)B1OC(C(O1)(C)C)(C)C)C=O